C(C)(C)(C)OC(=O)N1CC2=C(C=C(C=C2CC1)O)N[C@@H]1COCC1.C(=O)C1=CNC2=CC=C(C=C12)NC(C1=CC=NC=C1)=O N-(3-formyl-1H-indol-5-yl)isonicotinamide tert-butyl-(S)-6-hydroxy-8-((tetrahydrofuran-3-yl)amino)-3,4-dihydroisoquinoline-2(1H)-carboxylate